((6-(methoxycarbonyl)pyridin-3-yl)methyl)-1H-pyrazole-4-carboxylic acid COC(=O)C1=CC=C(C=N1)CN1N=CC(=C1)C(=O)O